2-(hexyloxy)naphthalen C(CCCCC)OC1=CC2=CC=CC=C2C=C1